3-hydroxy-3-(4-methylphenyl)butanal oxime OC(CC=NO)(C)C1=CC=C(C=C1)C